N,N,4-trimethylpicolinamide CN(C(C1=NC=CC(=C1)C)=O)C